((3-amino-2-pyridinyl) amino) piperidine-1-carboxylate N1(CCCCC1)C(=O)ONC1=NC=CC=C1N